benzo[d]cyclopenta[3,4]pyrrolo[2,1-b]oxazole-2-carboxamide C1=C(C=C2C1=CN1C2OC2=C1C=CC=C2)C(=O)N